CN(S(=O)(=O)N1N=CN=C1)C N,N-dimethyl-1H-1,2,4-triazole-1-sulphonamide